[Br-].C(CCCCCCC)C([NH+](C)C)(CCCCCCCC)CCCCCCCC Trioctyltri-methylammonium bromid